1-benzyl-2-phenyl-4-(trifluoromethyl)-2,5-dihydropyrrole C(C1=CC=CC=C1)N1C(C=C(C1)C(F)(F)F)C1=CC=CC=C1